ClCC[Si](OC)(OC)C β-chloroethylmethyldimethoxysilane